(2R,3S,4S,5R)-3-(3,4-difluoro-2-methoxyphenyl)-N-(6-((1R,2R)-1,2-dihydroxypropyl)pyridin-3-yl)-4,5-dimethyl-5-(trifluoromethyl)tetrahydrofuran-2-carboxamide FC=1C(=C(C=CC1F)[C@H]1[C@@H](O[C@]([C@H]1C)(C(F)(F)F)C)C(=O)NC=1C=NC(=CC1)[C@H]([C@@H](C)O)O)OC